di(2,6-dimethylheptanoyl)glycerol CC(C(=O)C(C(C(O)C(C(CCCC(C)C)C)=O)O)O)CCCC(C)C